1,1,1,3,3,3-hexafluoropropan-2-yl (R or S)-1-((3-fluorophenyl) carbamoyl)-6-azaspiro[2.5]octane-6-carboxylate FC=1C=C(C=CC1)NC(=O)[C@@H]1CC12CCN(CC2)C(=O)OC(C(F)(F)F)C(F)(F)F |o1:10|